1-(thiophen-3-yl)cyclopropanecarbonitrile S1C=C(C=C1)C1(CC1)C#N